ClC1=NN2C(N=CC3=C2[C@](CN3C(=O)NC=3C=NC(=C(C3)Cl)N3N=CC=N3)(C)C(F)F)=C1 (R)-2-chloro-N-(5-chloro-6-(2H-1,2,3-triazol-2-yl)-pyridin-3-yl)-8-(difluoromethyl)-8-methyl-7,8-dihydro-6H-pyrazolo[1,5-a]pyrrolo[2,3-e]pyrimidine-6-carboxamide